N-[4-[(6,7-Dimethoxy-1,5-naphthyridin-4-yl)oxy]-3-fluoro-phenyl]-4-hydroxy-6-methyl-5-(2-thienyl)pyridine-3-carboxamide COC=1N=C2C(=CC=NC2=CC1OC)OC1=C(C=C(C=C1)NC(=O)C=1C=NC(=C(C1O)C=1SC=CC1)C)F